C(C=C)(=O)OCP(=O)=C(O)C[N+](C)(C)C acryloyloxymethyl-phosphorylcholine